C(C(C)C)NC=1N=CC2=C(N1)NC=C2C2=CC=1N(C=C2)N=CC1 N-isobutyl-5-(pyrazolo[1,5-a]pyridin-5-yl)-7H-pyrrolo[2,3-d]pyrimidin-2-amine